OCC1CCC(C(O1)C(=O)N)OC 6-(hydroxymethyl)-3-methoxytetrahydro-2H-pyran-2-carboxamide